C(C1=CC=CC=C1)OC=1C=C(C=C2C(NC(N(C12)C)=O)=O)Br 8-(benzyloxy)-6-bromo-1-methylquinazoline-2,4(1H,3H)-dione